C(C)(C)OCC1N(CC1)CC1=CC(=NC=C1)C=1C=C2CN(C(C2=CC1)=O)C1C(NC(CC1)=O)=O 3-(5-(4-((2-(isopropoxymethyl)azetidin-1-yl)methyl)pyridin-2-yl)-1-oxoisoindolin-2-yl)piperidine-2,6-dione